3-Ethyl-N-{(1S)-1-(4-methylcyclohexyl)-2-oxo-2-[(2-oxospiro[1H-pyrrolo[3,2-c]pyridine-3,4'-oxane]-6-yl)amino]ethyl}-1,2,3-triazole-4-carboxamide C(C)N1N=NC=C1C(=O)N[C@H](C(NC1=CC2=C(C=N1)C1(CCOCC1)C(N2)=O)=O)C2CCC(CC2)C